FC=1C=C(CN2C(C=3C=C(C(=NC3C=C2)C)C(=O)NCC2=NC=CC=C2)=O)C=CC1F 6-(3,4-difluorobenzyl)-2-methyl-5-oxo-N-(pyridin-2-ylmethyl)-5,6-dihydro-1,6-naphthyridine-3-carboxamide